1-[(1R,2S,4R)-5,6-dimethyl-2-bicyclo[2.2.1]heptanyl]pyrene CC1[C@H]2C[C@@H]([C@@H](C1C)C2)C2=CC=C1C=CC3=CC=CC4=CC=C2C1=C34